phenylamino-5-(4,4,5,5-tetramethyl-1,3,2-dioxaborolan-2-yl)pyrimidine C1(=CC=CC=C1)NC1=NC=C(C=N1)B1OC(C(O1)(C)C)(C)C